((1-(N,N-dimethylsulfamoyl)indol-4-yl)oxy)-2-((2-fluoro-4-iodophenyl)amino)-1-methyl-6-oxo-1,6-dihydropyridine-3-carboxamide CN(S(=O)(=O)N1C=CC2=C(C=CC=C12)OC=1C(=C(N(C(C1)=O)C)NC1=C(C=C(C=C1)I)F)C(=O)N)C